isopropyl-(phenyl)(vinyl)phosphine oxide C(C)(C)P(C=C)(C1=CC=CC=C1)=O